5,10,15,20-tetrakis(4-sulfonylphenyl)porphyrin sodium salt [Na].S(=O)(=O)=C1CC=C(C=C1)C=1C2=CC=C(N2)C(=C2C=CC(C(=C3C=CC(=C(C=4C=CC1N4)C4=CCC(C=C4)=S(=O)=O)N3)C3=CCC(C=C3)=S(=O)=O)=N2)C2=CCC(C=C2)=S(=O)=O